C(CCCCCCCCCCCCC)NC(C(=C)C)=O N-myristyl-methacrylamide